(3S,4S)-8-(2-((2-chloro-3-(1-methyl-1H-pyrazole-3-yl)phenyl)mercapto)pyrimidine-5-yl)-3-methyl-2-oxa-8-azaspiro[4.5]decane-4-amine ClC1=C(C=CC=C1C1=NN(C=C1)C)SC1=NC=C(C=N1)N1CCC2([C@@H]([C@@H](OC2)C)N)CC1